3-(3-amino-2-fluoro-phenyl)-thieno[3,2-c]pyridin-4-ylamine NC=1C(=C(C=CC1)C1=CSC2=C1C(=NC=C2)N)F